tert-butyl (2R,5S)-5-[2-(4-chloro-3-fluorophenoxy)acetamido]-2-{[6-(trifluoromethoxy)pyridin-2-yl]carbamoyl}piperidine-1-carboxylate ClC1=C(C=C(OCC(=O)N[C@H]2CC[C@@H](N(C2)C(=O)OC(C)(C)C)C(NC2=NC(=CC=C2)OC(F)(F)F)=O)C=C1)F